C(C)(C)(C)OC(=O)N1[C@@H](CN(CC1)C=1C=CC=2N=CN=C(C2N1)NC1=C(C(=C(C=C1)OC1=CC=2N(C=C1)N=CN2)C)F)C tert-butyl-(R)-4-(4-((4-([1,2,4]triazolo[1,5-a]pyridin-7-yloxy)-2-fluoro-3-methylphenyl)amino)pyrido[3,2-d]pyrimidin-6-yl)-2-methylpiperazine-1-carboxylate